(3-(4-bromophenyl)naphthalen-2-yl)(4-(tert-butyl)phenyl)phosphine oxide BrC1=CC=C(C=C1)C=1C(=CC2=CC=CC=C2C1)P(C1=CC=C(C=C1)C(C)(C)C)=O